N-(2-nitrophenyl)carboxamide [N+](=O)([O-])C1=C(C=CC=C1)NC=O